(2R,3S,4S,5R)-3-(3,4-difluoro-2-methoxyphenyl)-4,5-dimethyl-N-((1R,2S)-2-(1-methyl-1H-pyrazol-4-yl)cyclopropyl)-5-(trifluoromethyl)tetrahydrofuran-2-carboxamide FC=1C(=C(C=CC1F)[C@H]1[C@@H](O[C@]([C@H]1C)(C(F)(F)F)C)C(=O)N[C@H]1[C@@H](C1)C=1C=NN(C1)C)OC